N-(5-((5-Cyano-4-(4-cyano-1-cyclopropyl-1H-indol-3-yl)pyrimidin-2-yl)amino)-2-((2-(dimethylamino)ethyl)(methyl)amino)-4-methoxyphenyl)acrylamide C(#N)C=1C(=NC(=NC1)NC=1C(=CC(=C(C1)NC(C=C)=O)N(C)CCN(C)C)OC)C1=CN(C2=CC=CC(=C12)C#N)C1CC1